Methyl 2-((4-((R)-2-(4-chloro-2-(methoxy-d3)phenyl)-2-methyl-2H-chromen-8-yl)piperidine-1-yl)methyl)-3-(((S)-oxetan-2-yl)methyl)-3H-imidazo[4,5-b]pyridine-5-carboxylate ClC1=CC(=C(C=C1)[C@@]1(OC2=C(C=CC=C2C=C1)C1CCN(CC1)CC1=NC=2C(=NC(=CC2)C(=O)OC)N1C[C@H]1OCC1)C)OC([2H])([2H])[2H]